ClC=1C=C2C(=CNC2=CC1)[N+](=O)[O-] 5-chloro-3-nitroindole